CS(=O)(=O)NC=1C=C(C=CC1)NC(C1=CC(=NC=C1)OC1CSCC1)=O N-(3-(methylsulfonamido)phenyl)-2-((tetrahydrothiophen-3-yl)oxy)isonicotinamide